C1C(CC12CNCC2)N2C(COC1=CC(=NC(NS(C=3C=CC=C(C2=O)C3)(=O)=O)=N1)C1=C(C=CC=C1C)C)CC(C)C 12-(6-Azaspiro[3.4]octan-2-yl)-6-(2,6-dimethylphenyl)-11-isobutyl-2,2-dioxo-9-oxa-2λ6-thia-3,5,12,19-tetrazatricyclo[12.3.1.14,8]nonadeca-1(18),4(19),5,7,14,16-hexaen-13-one